NCC1=CC(=C(C(=C1)C)NC(=O)C1=CC2=C(OCCC3=C2SC=C3)C=C1C=1C(=NC(=CC1)C(N[C@H]1[C@H]3CC[C@@H](C1)C3)=O)C(=O)OC)C methyl 3-(9-((4-(aminomethyl)-2,6-dimethylphenyl)carbamoyl)-4,5-dihydrobenzo[b]thieno[2,3-d]oxepin-8-yl)-6-(((1S,2R,4R)-bicyclo[2.2.1]heptan-2-yl)carbamoyl)picolinate